1-Benzyl-5-nitro-1H-pyrazolo[3,4-b]pyridine C(C1=CC=CC=C1)N1N=CC=2C1=NC=C(C2)[N+](=O)[O-]